C(C)(=O)OC1(CN(C1)C(=O)OCC1=CC=CC=C1)C1=CC(=C(C=C1)CCl)OC benzyl 3-acetoxy-3-(4-(chloromethyl)-3-methoxyphenyl)azetidine-1-carboxylate